BrC1=C(C=C2C(=NC(=NC2=C1)C)N[C@H](C)C1=CC(=CC=C1)S(F)(F)(F)(F)F)P(C)(C)=O (R)-(7-Bromo-2-methyl-4-((1-(3-(pentafluoro-λ6-sulfanyl)phenyl)ethyl)amino)quinazoline-6-yl)Dimethylphosphine oxide